N-[3-[2-(difluoromethoxy)-5-[3-(3-hydroxy-1-methyl-azetidin-3-yl)phenoxy]phenyl]-1-(2-hydroxyethyl)pyrazol-4-yl]pyrazolo[1,5-a]pyrimidine-3-carboxamide FC(OC1=C(C=C(C=C1)OC1=CC(=CC=C1)C1(CN(C1)C)O)C1=NN(C=C1NC(=O)C=1C=NN2C1N=CC=C2)CCO)F